FC=1C=CC=2C3=C(C=NC2C1)N(C(C31CN(C1)C1=CC=C(C=C1)C(F)(F)F)=O)C 7'-Fluoro-3'-methyl-2'-oxo-1-(4-(trifluoromethyl)phenyl)-2',3'-dihydrospiro[azetidine-3,1'-pyrrolo[2,3-c]quinolin]